(S)-2-Amino-N-(3',4'-dichloro-[1,1'-biphenyl]-4-yl)pentanamide hydrochloride Cl.N[C@H](C(=O)NC1=CC=C(C=C1)C1=CC(=C(C=C1)Cl)Cl)CCC